dicyclohexyl-diisopropyl-propoxysilane C1(CCCCC1)C(CC)(O[SiH](C(C)C)C(C)C)C1CCCCC1